IC1=C(N)C(=CC=C1)N1CCN(CC1)C 2-iodo-6-(4-methylpiperazin-1-yl)aniline